NC=1C=CC(=C(C1)CC(=O)N(C)C)OC1=CC=CC=C1 2-(5-amino-2-phenoxyphenyl)-N,N-dimethylacetamide